(5-(1-((4-ethylaminophenyl)sulfonyl)-1,2,5,6-tetrahydropyridin-4-yl)-3-hydroxy-pyridine-2-carbonyl)glycine C(C)NC1=CC=C(C=C1)S(=O)(=O)N1CC=C(CC1)C=1C=C(C(=NC1)C(=O)NCC(=O)O)O